(R)-1-(1-(tert-Butoxycarbonyl)piperidin-4-yl)-5-oxopyrrolidin-3-yl 4-(3-(2-cyclopropoxypyridin-3-yl)pyrazolo[1,5-a]pyrimidin-5-yl)piperazine-1-carboxylate C1(CC1)OC1=NC=CC=C1C=1C=NN2C1N=C(C=C2)N2CCN(CC2)C(=O)O[C@H]2CN(C(C2)=O)C2CCN(CC2)C(=O)OC(C)(C)C